OC=1NC2=CC=CC(=C2C1N=NC(=S)N)C(F)(F)F [2-hydroxy-4-(trifluoro-methyl)-1H-indol-3-yl]iminothiourea